CC(C(=O)C1=CC=C(C=C1)SC)(C)N1CCOCC1 2-Methyl-1-[4-(methylthio)phenyl]-2-morpholino-1-propanone